t-amylperoxy pivalate C(C(C)(C)C)(=O)OOOC(C)(C)CC